(5-Cyclopropyl-4-ethylisoxazol-3-yl)methanamine hydrochloride Cl.C1(CC1)C1=C(C(=NO1)CN)CC